CC1(OC[C@H](N1C(=O)OC(C)(C)C)C(=O)OC)C 3-(tert-butyl) 4-methyl (S)-2,2-dimethyloxazolidine-3,4-dicarboxylate